5-amino-1-(tert-butyl)-1H-pyrazole-4-nitrile NC1=C(C=NN1C(C)(C)C)C#N